C(CCCCCC)C(CC(=O)[O-])CCCCCCC 3-heptyldecanoate